C=C(C(=O)OC1(CCC1)C1=CC=C(C=C1)C(F)(F)F)CC(=O)NC1CCN(CC1)C 1-(4-(trifluoromethyl)phenyl)cyclobutyl 2-methylene-4-((1-methylpiperidin-4-yl)amino)-4-oxobutanoate